CCC(C(C/C=C\\C/C=C\\C/C=C\\C/C=C\\C/C=C\\CCC(=O)O)O)O The molecule is a DiHDPA obtained by formal dihydroxylation of the 19,20-double bond of docosa-4,7,10,13,16,19-hexaenoic acid. It has a role as a metabolite.